(R)-5,7-difluoro-3,4-dihydro-2H-1-benzopyran-4-ol FC1=CC(=CC2=C1[C@@H](CCO2)O)F